2,4-bis-(hydroxymethyl)aniline OCC1=C(N)C=CC(=C1)CO